N=S(C(F)(F)F)=O iminooxo(trifluoromethyl)-λ6-sulfan